[N+](=O)([O-])C1=NN(C=C1)C(F)(F)F 3-Nitro-1-(trifluoromethyl)-1H-pyrazole